CNC(=O)C1=NN2C(NC=CC2=O)=C1 N-methyl-7-oxo-4,7-dihydropyrazolo[1,5-a]pyrimidine-2-carboxamide